2-triisopropylsiloxycarbonyl-6-dimethylmethoxysilylnorbornane C(C)(C)[Si](OC(=O)C1C2C(CC(C1)C2)[Si](OC)(C)C)(C(C)C)C(C)C